5-((tert-Butyldiphenylsilyl)oxy)-2,2-difluoropentan-1-ol [Si](C1=CC=CC=C1)(C1=CC=CC=C1)(C(C)(C)C)OCCCC(CO)(F)F